sodium (E)-3-ethoxy-3-oxoprop-1-en-1-olate C(C)OC(/C=C/[O-])=O.[Na+]